C(=O)(OCC=C)OOC(=O)OCC=C diallyl peroxydicarbonate